FC1=C(C=CC(=C1F)F)N=C=O 2,3,4-Trifluorophenylisocyanat